2,3,4,5,6-pentafluoro-N-(3-fluoro-4-methoxyphenyl)-N-(prop-2-yn-1-yl)benzenesulfonamide FC1=C(C(=C(C(=C1F)F)F)F)S(=O)(=O)N(CC#C)C1=CC(=C(C=C1)OC)F